2,7-dichloro-N-(furan-2-ylmethyl)thieno[3,2-d]pyrimidine-4-amine formate C(=O)O.ClC=1N=C(C2=C(N1)C(=CS2)Cl)NCC=2OC=CC2